(3-(benzyloxy)cyclobutyl)-5-methoxypyridazin-3-amine C(C1=CC=CC=C1)OC1CC(C1)C1=C(N=NC=C1OC)N